CN1N=CC(=C1)NC1=NC=C(C(=N1)OC=1C=C(C=CC1)NC(C=C)=O)C=1C=NC=C(C1)C(F)(F)F N-(3-((2-((1-methyl-1H-pyrazol-4-yl)amino)-5-(5-(trifluoromethyl)pyridin-3-yl)pyrimidin-4-yl)oxy)phenyl)acrylamide